C(C)(C)(C)C=1C=C(C(=O)OCCCCCCCCCCCCCCCCCC)C=C(C1O)C(C)(C)C n-octadecyl 3,5-di-tert-butyl-4-hydroxybenzoate